O=C1NC(CCC1NC1=CC=C(C=C1)N1CCN(CC1)C(CCCCCCCCCCCCC(=O)O)=O)=O 14-[4-[4-[(2,6-dioxo-3-piperidyl)amino]phenyl]piperazin-1-yl]-14-oxo-tetradecanoic acid